N-[(2,4-dichlorophenyl)methyl]-1-[3-(difluoromethoxy)phenyl]-5-oxopyrrolidine-3-carboxamide ClC1=C(C=CC(=C1)Cl)CNC(=O)C1CN(C(C1)=O)C1=CC(=CC=C1)OC(F)F